C1(=CC=CC=C1)C(=O)C1(CCCCC1)O phenyl(1-hydroxycyclohexyl)methanone